2,3,5,6-tetra(9-carbazolyl)-terephthalonitrile C1=CC=CC=2C3=CC=CC=C3N(C12)C1=C(C#N)C(=C(C(=C1N1C2=CC=CC=C2C=2C=CC=CC12)C#N)N1C2=CC=CC=C2C=2C=CC=CC12)N1C2=CC=CC=C2C=2C=CC=CC12